C(#N)C=1C=CC(=NC1)N[C@@H]1CC[C@H](CC1)N(C(=O)NCC=1SC=CC1)C1=CC=C(C=C1)C=1C=NN(C1)C 1-(trans-4-((5-cyanopyridin-2-yl)amino)cyclohexyl)-1-(4-(1-methyl-1H-pyrazol-4-yl)phenyl)-3-(2-thienylmethyl)urea